N,N'-(5-amino-3-iminopyridine-2,6(1H,3H)-diylidene)bis[6,7-dimethyl-2-(piperidin-1-yl)pyrazolo[1,5-a]pyridin-3-amine] NC1=CC(C(NC1=NC=1C(=NN2C1C=CC(=C2C)C)N2CCCCC2)=NC=2C(=NN1C2C=CC(=C1C)C)N1CCCCC1)=N